dibutylbenzylammonium tetrakis(pentafluorophenyl)borate FC1=C(C(=C(C(=C1[B-](C1=C(C(=C(C(=C1F)F)F)F)F)(C1=C(C(=C(C(=C1F)F)F)F)F)C1=C(C(=C(C(=C1F)F)F)F)F)F)F)F)F.C(CCC)[NH+](CC1=CC=CC=C1)CCCC